N-(tert-butylcarbamoyl)-O-(3-(2-(5,6,7,8-tetrahydro-1,8-naphthyridin-2-yl)ethyl)cyclobutyl)homoserine C(C)(C)(C)NC(=O)N[C@@H](CCOC1CC(C1)CCC1=NC=2NCCCC2C=C1)C(=O)O